3-(N,N-diglycidyl)aminopropyltrimethoxysilane (E)-ethyl-4-oxo-4-((4-(pyridin-3-yl)thiazol-2-yl)amino)but-2-enoate C(C)OC(\C=C\C(NC=1SC=C(N1)C=1C=NC=CC1)=O)=O.C(C1CO1)N(CC1CO1)CCC[Si](OC)(OC)OC